N1=C(C=CC=C1)N1C=C(C2=CC=CC=C12)C1=CC(OC2=C1C=CC=C2)=O 4-(N-(2-pyridyl)-3-indolyl)benzopyrone